ClC=1C=CC(=NC1)[C@H]1N(OC(C1)O)C(=O)OC(C)(C)C tert-butyl (3S)-3-(5-chloro-2-pyridyl)-5-hydroxy-isoxazolidine-2-carboxylate